PYRAZOL-3-ONE N1=NC(C=C1)=O